2'-(((S)-1-Isopropylpyrrolidin-2-yl)methoxy)-4'-((R)-2-(methoxymethyl)piperazin-1-yl)-3,4,5',8'-tetrahydro-2H,6'H-spiro[naphthalene-1,7'-quinazolin]-7-ol C(C)(C)N1[C@@H](CCC1)COC1=NC=2CC3(CCC2C(=N1)N1[C@H](CNCC1)COC)CCCC1=CC=C(C=C13)O